C1(=CC=CC=C1)C1=NC2=CC=C(C=C2C=C1C1=CC=CC=C1)NC(=O)NCC(CC)O 1-(2,3-diphenylquinolin-6-yl)-3-(2-hydroxybutyl)urea